C(\C=C\C(=O)O)(=O)O.NCCS[P@](=O)(OCC)N[C@@H](C)C(=O)OC(C)C Isopropyl ((R)-((2-aminoethyl)thio)(ethoxy)phosphoryl)-L-alaninate fumarate salt